(R)-2-methyl-N-((R)-1-(1-methyl-1H-pyrazolo[3,4-b]pyridin-5-yl)ethyl)propane-2-sulfinamide CC(C)(C)[S@@](=O)N[C@H](C)C=1C=C2C(=NC1)N(N=C2)C